3-(4-(4-((5-cyclopropyl-3-(2,6-dichlorophenyl)isoxazol-4-yl)methoxy)piperidin-1-yl)-2-methylphenyl)-1,2,4-oxadiazol-5(4H)-one C1(CC1)C1=C(C(=NO1)C1=C(C=CC=C1Cl)Cl)COC1CCN(CC1)C1=CC(=C(C=C1)C1=NOC(N1)=O)C